C(C)N(C1CCN(CC1)C1=CN=C(S1)C1=NNC(=C1C(C)C)C=1C=C(C=2N(C1)N=CN2)OC)C n-ethyl-1-(2-(4-isopropyl-5-(8-methoxy-[1,2,4]triazolo[1,5-a]pyridin-6-yl)-1H-pyrazol-3-yl)thiazol-5-yl)-N-methylpiperidin-4-amine